C(C1=CC=CC=C1)OC([C@H](C(C)C)OCC(CO)N1CCN(CC1)C(=O)OC(C)(C)C)=O tert-butyl 4-(1-(((S)-1-(benzyloxy)-3-methyl-1-oxobutan-2-yl)oxy)-3-hydroxypropan-2-yl)piperazine-1-carboxylate